3-(2,4-difluorophenyl)-5-(4-(dimethylamino)phenyl)-2-methylpyrazolo[1,5-a]pyrimidin FC1=C(C=CC(=C1)F)C=1C(=NN2C1N=C(C=C2)C2=CC=C(C=C2)N(C)C)C